7-bromo-2,6-dichloro-5,8-difluoroquinazoline-4(3H)-one BrC1=C(C(=C2C(NC(=NC2=C1F)Cl)=O)F)Cl